2-methyl-2,5-diazabicyclo[4.1.0]heptane CN1C2CC2NCC1